tert-butyl (2-fluoro-4-(6-morpholinopyrazolo[1,5-a]pyrazin-4-yl)benzyl)carbamate tert-Butyl-(2-fluoro-4-(6-morpholinopyrazolo[1,5-a]pyrazin-4-yl)benzyl)carbamate C(C)(C)(C)N(C(O)=O)CC1=C(C=C(C=C1)C=1C=2N(C=C(N1)N1CCOCC1)N=CC2)F.FC2=C(CNC(OC(C)(C)C)=O)C=CC(=C2)C=2C=1N(C=C(N2)N2CCOCC2)N=CC1